5-chloro-2-propoxybenzene ClC=1C=CC(=CC1)OCCC